2-((4-methoxyphenyl)ethynyl)-1-methyl-1H-indole COC1=CC=C(C=C1)C#CC=1N(C2=CC=CC=C2C1)C